C(#N)C=1C=C(CNN)C=CC1 2-(3-cyanobenzyl)hydrazine